carbon gallium silicon germanium [Ge].[Si].[Ga].[C]